BrC(C(=O)OC)(C)C Methyl 2-bromo-2-methylpropanoate